BrC1=CN(C2=CC(=CC=C12)[N+](=O)[O-])C 3-bromo-1-methyl-6-nitro-indole